OC1=C(C(=NN1C1=NC=C(C=C1)C=1SC=C(N1)C1=CC=CC=C1)C)C1=CC=C(C#N)C=C1 4-(5-hydroxy-3-methyl-1-(5-(4-phenylthiazol-2-yl)pyridin-2-yl)-1H-pyrazol-4-yl)benzonitrile